C(C)OC=1C=C(C=CC1C=1NC(C2=C(N1)NN=N2)=O)C2=CC(=CC=C2)CCC(=O)NOC 3-(3'-Ethoxy-4'-(7-oxo-6,7-dihydro-3H-[1,2,3]triazolo[4,5-d]pyrimidin-5-yl)-[1,1'-biphenyl]-3-yl)-N-methoxypropanamide